FC1=C(C(=CC=2CC[C@H](CC12)NCC=1SC=CC1)O)N1CC(NS1(=O)=O)=O 5-[(7R)-1-fluoro-3-hydroxy-7-{[(thiophen-2-yl)methyl]amino}-5,6,7,8-tetrahydronaphthalen-2-yl]-1λ6,2,5-thiadiazolidine-1,1,3-trione